2-(4,7-Dichloro-6-(4-(2-(dimethyl-amino)ethoxy)-3-ethylphenyl)-2H-indazol-2-yl)((R)-6-fluoro-6,7-dihydro-5H-pyrrolo[1,2-c]imidazol-1-yl)-N-(thiazol-2-yl)acetamide ClC=1C2=CN(N=C2C(=C(C1)C1=CC(=C(C=C1)OCCN(C)C)CC)Cl)C(C(=O)NC=1SC=CN1)C1=C2N(C=N1)C[C@@H](C2)F